C1(=CC=CC=C1)SC1=CC=C(C=C1)[S+](C1=CC=C(C=C1)C)C1=CC=C(C=C1)C 4-(phenylthio)phenyl-di-p-tolylsulfonium